ClC=1C(=NC(=NC1)N1CCC(CC1)CNC1=CC=C(C=C1)C1C(NC(CC1)=O)=O)NC=1C=C2C=C(C(N(C2=CC1)C)=O)OCC(=O)NC 2-((6-((5-chloro-2-(4-(((4-(2,6-dioxopiperidin-3-yl)phenyl)amino)methyl)piperidin-1-yl)pyrimidin-4-yl)amino)-1-methyl-2-oxo-1,2-dihydroquinolin-3-yl)oxy)-N-methylacetamide